C1(CC1)CN1C(N(C(C(=C1)C(=O)NC1=NC=C(C=C1)OC=1C2=C(N=CN1)CNCC2)=O)C2=CC=C(C=C2)F)=O 1-(Cyclopropylmethyl)-3-(4-fluorophenyl)-2,4-dioxo-N-(5-((5,6,7,8-tetrahydropyrido[3,4-d]pyrimidine-4-yl)oxy)pyridin-2-yl)-1,2,3,4-tetrahydropyrimidine-5-carboxamide